6-((4-((N-(2-Hexyldecanoyl)-N-methylglycyl)oxy)butyl)(methyl)amino)-11-hydroxy-undecyl (9Z,12Z)-octadeca-9,12-dienoate C(CCCCCCC\C=C/C\C=C/CCCCC)(=O)OCCCCCC(CCCCCO)N(C)CCCCOC(CN(C)C(C(CCCCCCCC)CCCCCC)=O)=O